4-(2-Amino-2-methylpropanoyl)-N-(1-(4-(2-(((1S,3R)-3-aminocyclopentyl)amino)propyl)phenyl)-2-oxo-1,2-dihydropyrimidin-4-yl)piperazine-1-carboxamide hydrochloride salt Cl.NC(C(=O)N1CCN(CC1)C(=O)NC1=NC(N(C=C1)C1=CC=C(C=C1)CC(C)N[C@@H]1C[C@@H](CC1)N)=O)(C)C